2-(cyclopropylethynyl)-N,8-dimethyl-5,8-dihydro-6H-pyrano[3,4-b]pyridin-5-amine C1(CC1)C#CC1=CC=C2C(=N1)C(OCC2NC)C